3-(8,8-difluoro-5-formyl-7-hydroxybicyclo[4.2.0]octa-1,3,5-triene-2-enyloxy)-5-fluorobenzamide FC1(C(C2=C(C(=C=C=C12)OC=1C=C(C(=O)N)C=C(C1)F)C=O)O)F